N[C@H]1CN(CCC1)C(=O)C1=CC=2N(C=C1)C(=C(N2)C=2N(C1=CC=CC=C1C2C2=CC=CC=C2)CC)C (R)-(3-Aminopiperidin-1-yl)(2-(1-ethyl-3-phenyl-1H-indol-2-yl)-3-methylimidazo[1,2-a]pyridin-7-yl)methanone